C1=C(C=CC2=CC=CC=C12)CCNC(CCCC)=O N-(2-(naphthalen-2-yl)ethyl)pentanamide